C(C)(=O)NC1C(C2OC(OCC2OC1OC1=CC=C(C=C1)\C=C\C(C1=CC=CC=C1)=O)C1=CC=CC=C1)OC(C(=O)O)C 2-[[7-Acetamido-6-[4-[(E)-3-oxo-3-phenylprop-1-enyl]phenoxy]-2-phenyl-4,4a,6,7,8,8a-hexahydropyrano[3,2-d][1,3]dioxin-8-yl]oxy]propanoic acid